Tert-butyl N-[3-[[(2S)-2-amino-6-(tertbutoxycarbonylamino)hexanoyl]amino]-2-triethylsilyloxy-propyl]-N-[4-(tert-butoxycarbonylamino)-2-triethylsilyloxybutyl]carbamate N[C@H](C(=O)NCC(CN(C(OC(C)(C)C)=O)CC(CCNC(=O)OC(C)(C)C)O[Si](CC)(CC)CC)O[Si](CC)(CC)CC)CCCCNC(=O)OC(C)(C)C